COC1=CC=C(C=C1)N1N=C(C(C1=O)C(=O)NC1=CC(=CC=C1)C1COC1)C 1-(4-methoxyphenyl)-3-methyl-N-[3-(oxetan-3-yl)phenyl]-5-oxo-4H-pyrazole-4-carboxamide